Tetra-ethyl Ortho-silicate [Si](OCC)(OCC)(OCC)OCC